C(=C)P(OCC\C=C/CCCC)(OCCCOP(OCC\C=C/CCCC)(=O)C=C)=O Di((Z)-oct-3-en-1-yl) propane-1,3-diyl bis(vinylphosphonate)